N-(4-hydroxybenzyl)-7-isobutyl-1-(4-methoxybenzyl)-1,2,3,3a,7,7a-hexahydro-6H-3,6-methanopyrrolo[3,2-c]pyridine-6-carboxamide OC1=CC=C(CNC(=O)C23C(C4C(C=N2)C(CN4CC4=CC=C(C=C4)OC)C3)CC(C)C)C=C1